2-(5-fluoro-1-(1-((1s,4s)-4-isopropylcyclohexyl)piperidin-4-yl)-2-oxoindolin-3-yl)-N'-methylacetohydrazide FC=1C=C2C(C(N(C2=CC1)C1CCN(CC1)C1CCC(CC1)C(C)C)=O)CC(=O)NNC